FC=1C=C(C=CC1B1OC(C(O1)(C)C)(C)C)N1CCC2(CCN(C2)C(=O)OC(C)(C)C)CC1 tert-butyl 8-[3-fluoro-4-(4,4,5,5-tetramethyl-1,3,2-dioxaborolan-2-yl)phenyl]-2,8-diazaspiro[4.5]decane-2-carboxylate